thiaselenazole S1[Se]NC=C1